1-(di(2-ethylhexyl)aminomethyl)tolyltriazole C(C)C(CN(CC(CCCC)CC)CC1(C(C=CC=C1)C=1N=NNC1)C)CCCC